Cl.C(C)C1=NC(=NO1)C=1C=C(CNO)C=CC1 (3-(5-ethyl-1,2,4-oxadiazol-3-yl)benzyl)hydroxylamine hydrochloride